[2-({2-[(4-{13-cyano-8-ethyl-4-fluoro-9-oxo-6,8,10-triazatricyclo[9.4.0.02,7]pentadeca-1(11),2(7),3,5,12,14-hexaen-10-yl}-3,5-difluorophenyl)amino]ethyl}amino)ethyl]urea C(#N)C1=CC=2N(C(N(C=3N=CC(=CC3C2C=C1)F)CC)=O)C1=C(C=C(C=C1F)NCCNCCNC(=O)N)F